CCCCCCCCCCCCCCCCCCCCCCCCCCCCCCCCCCCCCCCCCCCCCCCCCCCCCCCCCCCCCC n-Dohexacontane